Cl.N1(CCNCC1)C1=NC=C(C(=O)C#N)C=C1 6-(piperazine-1-yl)nicotinic acid cyanide hydrochloride